cyclopentyl 4-isocyanato-2-(2H-tetrazol-5-yl)benzoate N(=C=O)C1=CC(=C(C(=O)OC2CCCC2)C=C1)C=1N=NNN1